N-(2-aminoethyl)morpholineformamide oxalate C(C(=O)O)(=O)O.NCCNC(=O)N1CCOCC1